N-(5-fluoropyridin-2-yl)-4,5',6'-trimethyl-[3,4'-bipyridine] FC=1C=CC(=NC1)N1CC(=C(C=C1)C)C1=CC=NC(=C1C)C